(3,8-diazabicyclo[3.2.1]octane-1-yl)methanol C12(CNCC(CC1)N2)CO